cyclopropyl-5-fluoro-2-methoxypyridin-3-amine C1(CC1)C1=C(C(=NC=C1F)OC)N